FC1=C(C=C(C=C1C(F)(F)F)C=1OC2=C(N1)C=C(C=C2)N2CCN(CC2)S(=O)(=O)C)O 2-Fluoro-5-(5-(4-(methylsulfonyl)piperazin-1-yl)benzo[d]oxazol-2-yl)-3-(trifluoromethyl)phenol